6-hydroxyquinazoline-2,4(1H,3H)-dione OC=1C=C2C(NC(NC2=CC1)=O)=O